Methyl 3-(4-((4-(5-chloro-2-(4-chloro-1H-1,2,3-triazol-1-yl)phenyl)-5-methoxy-2-oxopyridin-1(2H)-yl)methyl)-1H-1,2,3-triazol-1-yl)picolinate ClC=1C=CC(=C(C1)C1=CC(N(C=C1OC)CC=1N=NN(C1)C=1C(=NC=CC1)C(=O)OC)=O)N1N=NC(=C1)Cl